[4-(2-Aminopropyl)phenyl]methanol NC(CC1=CC=C(C=C1)CO)C